C(C)(C)(C)C=1C=C(C=C(C1O)C(C)(C)C)CCC(=O)[O-] 3-(3,5-di-tert-Butyl-4-hydroxyphenyl)propionate